6-(4-aminophenyl)-5-(4-(benzyloxy)-3-fluorophenyl)-7-methyl-5H-pyrrolo[3,2-d]pyrimidin-4-ol NC1=CC=C(C=C1)C1=C(C=2N=CN=C(C2N1C1=CC(=C(C=C1)OCC1=CC=CC=C1)F)O)C